3-cyclopropyloxybenzoic acid methyl ester COC(C1=CC(=CC=C1)OC1CC1)=O